4-[(2-fluoro-6-methylphenyl)amino]-2-[(1-methyl-1H-pyrazol-4-yl)amino]pyrimidine-5-carboxamide FC1=C(C(=CC=C1)C)NC1=NC(=NC=C1C(=O)N)NC=1C=NN(C1)C